OC=1C(=C(C(=O)C2=CC=C(C=C2)OC(C)C)C=CC1OC)O dihydroxy-4-methoxy-4'-isopropoxybenzophenone